CN1C(=NN=C1C1=CC=CC=C1)SCC(=O)NC1=C(C2=C(S1)CCC2)C(=O)N 2-{2-[(4-methyl-5-phenyl-4H-1,2,4-triazol-3-yl)sulfanyl]acetamido}-4H,5H,6H-cyclopenta[b]thiophene-3-carboxamide